1,2,3,4,6-penta-O-acetyl-β-D-glucose C(C)(=O)O[C@H]1[C@H](OC(C)=O)[C@@H](OC(C)=O)[C@H](OC(C)=O)[C@H](O1)COC(C)=O